1-(tert-butyl) 7'-methyl 8'-methyldispiro[piperidine-4,2'-chromane-4',2''-[1,3]dioxolane]-1,7'-dicarboxylate CC=1C(=CC=C2C1OC1(CC23OCCO3)CCN(CC1)C(=O)OC(C)(C)C)C(=O)OC